(R)-2-(4-(4-(difluoromethyl)pyrazolo[1,5-a]pyridin-2-yl)-1,4,6,7-tetrahydro-5H-imidazo[4,5-c]pyridin-5-yl)-5-(3-methylpyridin-2-yl)-1,3,4-oxadiazole FC(C=1C=2N(C=CC1)N=C(C2)[C@@H]2N(CCC1=C2N=CN1)C=1OC(=NN1)C1=NC=CC=C1C)F